dodecyl-benzenesulfonic acid lithium salt [Li+].C(CCCCCCCCCCC)C1=C(C=CC=C1)S(=O)(=O)[O-]